methyl 2-((tert-butoxycarbonyl)amino)-3-(4,5,6,7-tetrahydrobenzo[d]thiazol-4-yl)propanoate C(C)(C)(C)OC(=O)NC(C(=O)OC)CC1CCCC2=C1N=CS2